((4-(2,7-diazaspiro[3.5]non-2-yl)pyrimidin-5-yl)oxy)-5-fluoro-N-((1s,3s)-3-fluorocyclobutyl)-N-isopropylbenzamide hydrochloride Cl.C1N(CC12CCNCC2)C2=NC=NC=C2OC2=C(C(=O)N(C(C)C)C1CC(C1)F)C=C(C=C2)F